4-(4-hydroxy-4-methylpentyl)-3-cyclohexen OC(CCCC1=CCCCC1)(C)C